tert-butyl (cyclobutylmethyl)((3R)-1-(1-(1-(4-(5-(3-methoxyazetidin-1-yl)pyridin-3-yl)-1H-1,2,3-triazol-1-yl)ethyl)-2-oxo-1,2-dihydropyridin-4-yl)piperidin-3-yl)carbamate C1(CCC1)CN(C(OC(C)(C)C)=O)[C@H]1CN(CCC1)C1=CC(N(C=C1)C(C)N1N=NC(=C1)C=1C=NC=C(C1)N1CC(C1)OC)=O